2-[(S)-2-hydroxypropylamino]-6-(benzylthio)-3-(2,2-difluoroethyl)-4(3H)-quinazolinone O[C@H](CNC1=NC2=CC=C(C=C2C(N1CC(F)F)=O)SCC1=CC=CC=C1)C